4-bromo-3-(4-fluorophenyl)-1-(3-((triisopropylsilyl)oxy)propyl)-1H-pyrazole BrC=1C(=NN(C1)CCCO[Si](C(C)C)(C(C)C)C(C)C)C1=CC=C(C=C1)F